C(C)N(CC)[Si](C)(C)C N,N-diethyl-trimethylsilyl-amine